N(=[N+]=[N-])[C@H]1[C@H]([C@@H](O[C@@H]1CO)N1C=NC=2C(=O)NC(N)=NC12)O 3'-azido-3'-deoxy-guanosine